(2S,4R)-3-phenylpyrrolidine-2-carboxylic acid C1(=CC=CC=C1)C1[C@H](NCC1)C(=O)O